C(#N)C1=CC=CC(=N1)N1[C@@H](C[C@H](C1)O)C(=O)NCC1=CC=C(C=C1)C1=C(N=CS1)C (2S,4R)-1-(6-cyanopyridin-2-yl)-4-hydroxy-N-(4-(4-methylthiazol-5-yl)benzyl)pyrrolidine-2-carboxamide